L-alpha-aspartyl-L-alpha-aspartyl-L-isoleucine N[C@@H](CC(O)=O)C(=O)N[C@@H](CC(O)=O)C(=O)N[C@@H]([C@@H](C)CC)C(=O)O